C(C)(C)(C)OC(=O)N1C(CCC1)C1=CC(=C(C=C1)C=1N=C2SC3=C(N2C1)C=C(C(=C3)C(=O)OC(C)(C)C)Cl)F tert-butyl 2-(4-(1-(tert-butoxycarbonyl) pyrrolidin-2-yl)-2-fluorophenyl)-6-chlorobenzo[d]imidazo[2,1-b]thiazol-7-carboxylate